FC1=C(COC2=CC3=C([C@@]4(CCN([C@@H]4CC3)C(=O)OC(C)(C)C)S(=O)(=O)C3=CC=C(C=C3)F)C=C2)C(=CC=C1)C(F)(F)F (3aR,9bR)-tert-butyl 7-((2-fluoro-6-(trifluoromethyl)benzyl)oxy)-9b-((4-fluorophenyl)sulfonyl)-3a,4,5,9b-tetrahydro-1H-benzo[e]indole-3(2H)-carboxylate